(propane-2-sulfonamido)propan CC(C)S(=O)(=O)NCCC